S1N=NC(=C1)N1CCN(CC1)CCC(C=CC=C)=C 1-(4-(thiadiazolyl)-1-piperazinyl)-3-methylenehepta-4,6-diene